4-(6-cyanopyridazin-3-yl)piperazin-1-ium chloride [Cl-].C(#N)C1=CC=C(N=N1)N1CC[NH2+]CC1